COC1=C(CNC2=NC=3C(=CC(=CC3C=3N2N=C(N3)CO)F)OC)C=CC(=C1)OC (5-((2,4-dimethoxybenzyl)amino)-9-fluoro-7-methoxy-[1,2,4]triazolo[1,5-c]quinazolin-2-yl)methanol